CN1CCN(CC1)C1=NC=CC=C1N (4-methylpiperazin-1-yl)pyridin-3-amine